4-(1-(3-chloro-4-methoxyphenyl)-2-iodo-1H-benzo[d]imidazol-6-yl)morpholine ClC=1C=C(C=CC1OC)N1C(=NC2=C1C=C(C=C2)N2CCOCC2)I